COC(C1=CC(=C(C(=C1)I)OCCO)I)=O 3,5-diiodo-4-(2-hydroxyethoxy)-benzoic acid methyl ester